NC1CCN(CC1)C=1N(C(C(=C(N1)C1=CC(=C(C#N)C=C1)F)C1=CC(=C(C=C1)OC)F)=O)CC 4-[2-(4-aminopiperidin-1-yl)-5-(3-fluoro-4-methoxyphenyl)-1-ethyl-6-oxo-1,6-dihydropyrimidin-4-yl]-2-fluorobenzonitrile